CNC=1N=CC(=C2C=C(N=CC12)C1(CC1)C(=O)N)OC1=NC=CC=C1 8-(methylamino)-5-(pyridin-2-yloxy)-2,7-naphthyridin-3-yl-cyclopropanecarboxamide